(2-(((1R,4R)-4-methoxycyclohexyl)amino)-8-(4-(2-carbonylpyrrolidin-1-yl)phenyl)pyrido[4,3-d]pyrimidin-5-yl)benzamide COC1CCC(CC1)NC=1N=CC2=C(N1)C(=CN=C2C2=C(C(=O)N)C=CC=C2)C2=CC=C(C=C2)N2C(CCC2)=C=O